1-(4-aminobenzyl)imidazolidin-2-one NC1=CC=C(CN2C(NCC2)=O)C=C1